thieno[3,2-c]pyridin-4-ol S1C=CC=2C(=NC=CC21)O